ethyl-2-((3R)-1-(2-ethyl-6-(1-methyl-5-(((tetrahydro-2H-pyran-2-yl)oxy)methyl)-1H-1,2,3-triazol-4-yl)pyridin-3-yl)piperidin-3-yl)acetate C(C)OC(C[C@@H]1CN(CCC1)C=1C(=NC(=CC1)C=1N=NN(C1COC1OCCCC1)C)CC)=O